1-(difluoromethoxy)-6-methyl-5-oxo-5,6,7,10-tetrahydro-7,10-methanopyrido[4,3-c]azocin-9-yl trifluoromethanesulfonate FC(S(=O)(=O)OC=1C2C3=C(C(N(C(C1)C2)C)=O)C=CN=C3OC(F)F)(F)F